NC1=C(C(=C(C=C1)C1(CC1)C#N)Cl)F 1-(4-amino-2-chloro-3-fluoro-phenyl)cyclopropanecarbonitrile